O[C@@H]1[C@H](O)[C@@H](O)[C@@H](O)[C@H](O1)C(=O)[O-] α-D-galacturonate